tert-butyl (R)-(1-(3,5-dichloro-4-(2-methoxyethoxy)phenethyl)piperidin-3-yl)carbamate ClC=1C=C(CCN2C[C@@H](CCC2)NC(OC(C)(C)C)=O)C=C(C1OCCOC)Cl